1-(6-(4-isopropyl-4H-1,2,4-triazol-3-yl)pyridin-2-yl)-3-(quinoxalin-2-yl)urea C(C)(C)N1C(=NN=C1)C1=CC=CC(=N1)NC(=O)NC1=NC2=CC=CC=C2N=C1